C(CCCCC)C(CCCCCCCC)OC(C(CCCCCCN1[C@@H](C[C@@H](C1)OC(C=C)=O)C(=O)OCCCCCCC(C(=O)OC(CCCCCCCC)CCCCCCCC)(C)C)(C)C)=O [7,7-dimethyl-8-(1-octylnonoxy)-8-oxo-octyl] (2S,4S)-1-[8-(1-hexylnonoxy)-7,7-dimethyl-8-oxo-octyl]-4-prop-2-enoyloxy-pyrrolidine-2-carboxylate